NC=1C=CC=2C3(C4=CC=C(C=C4OC2C1)N)OCC1=CC=CC=C13 3',6'-diamino-3H-spiro[isobenzofuran-1,9'-xanthene]